(R)-N-((2-(4'-fluoro-2'-(4-methyl-4H-1,2,4-triazol-3-yl)-[1,1'-biphenyl]-3-yl)-7-(trifluoromethyl)benzo[d]oxazol-5-yl)methyl)-1-methoxypropan-2-amine FC1=CC(=C(C=C1)C1=CC(=CC=C1)C=1OC2=C(N1)C=C(C=C2C(F)(F)F)CN[C@@H](COC)C)C2=NN=CN2C